2-[[(1R)-1-(3,6-Dimethyl-4-oxo-2-phenyl-chromen-8-yl)ethyl]amino]-5-fluoro-benzonitrile CC1=C(OC2=C(C=C(C=C2C1=O)C)[C@@H](C)NC1=C(C#N)C=C(C=C1)F)C1=CC=CC=C1